1,2-bismaleimidyl-1,2-ethylene glycol C1(C=CC(N1C(C(N1C(C=CC1=O)=O)O)O)=O)=O